4-hydroxy-2-(methoxymethyl)-6-methyl-5-thiophen-2-ylpyridine-3-carboxamide OC1=C(C(=NC(=C1C=1SC=CC1)C)COC)C(=O)N